(1R,2S,4R)-1,7,7-trimethylbicyclo[2.2.1]heptane CC12CCC(CC1)C2(C)C